ClC1=C(C=CC=2N=C(SC21)C)C2=CN(C1=NC(=CN=C12)N1C2CC(CC1CC2)NC(OC(C)(C)C)=O)COCC[Si](C)(C)C tert-Butyl N-[endo-8-[7-(7-chloro-2-methyl-1,3-benzothiazol-6-yl)-5-{[2-(trimethylsilyl)ethoxy] methyl}-5H-pyrrolo[2,3-b]pyrazin-3-yl]-8-azabicyclo[3.2.1]octan-3-yl]carbamate